C(CCCCCCCCC=CCCCCCC)C=1C=C(C=C(C1)O)O 5-(Heptadec-10-en-1-yl)benzene-1,3-diol